2,4-diazido-6-(4-triethoxysilylbutyl)Amino-1,3,5-triazine N(=[N+]=[N-])C1=NC(=NC(=N1)N=[N+]=[N-])NCCCC[Si](OCC)(OCC)OCC